(1r,2s)-2-(3-((E)-4-(((2s,6r)-2,6-dimethylmorpholino)methyl)styryl)-1H-indazol-6-yl)-5'-methoxyspiro[cyclopropane-1,3'-indolin]-2'-one C[C@@H]1O[C@@H](CN(C1)CC1=CC=C(/C=C/C2=NNC3=CC(=CC=C23)[C@@H]2C[C@@]23C(NC2=CC=C(C=C32)OC)=O)C=C1)C